3-ethyl-5,7-dimethyl-7,8-dihydroimidazo[1,5-a]pyrazin-6(5H)-one C(C)C1=NC=C2N1C(C(N(C2)C)=O)C